3-(2-trifluoromethylphenyl)prop-2-en-1-one FC(C1=C(C=CC=C1)C=CC=O)(F)F